1-[6-(Benzyloxy)-7-(1,1-dioxo-4-oxo-1,2,5-thiadiazolidin-2-yl)-8-fluoronaphthalen-2-yl]-3-isopropylurea C(C1=CC=CC=C1)OC=1C=C2C=CC(=CC2=C(C1N1S(NC(C1)=O)(=O)=O)F)NC(=O)NC(C)C